Cl.Cl.N12C(CC(CC1)CC2)C=2NC(C1=C(N2)C=C(S1)C=1C(=NNC1)C)=O (1-azabicyclo[2.2.2]oct-2-yl)-6-(3-methyl-1H-pyrazol-4-yl)thieno[3,2-d]pyrimidin-4(3H)-one dihydrochloride